CC(CP(O)(=O)CC(CC(C)(C)C)C)CC(C)(C)C bis(2,4,4-trimethyl-1-pentyl)phosphinic acid